(S)-1,4-diphenylimidazolidinone C1(=CC=CC=C1)N1C(N[C@H](C1)C1=CC=CC=C1)=O